[18F]C(=O)C[C@@H](O)[C@H](O)[C@H](O)CO [18F]-fluoro-deoxyglucose